4-chloro-7-[2-(4-methylpiperazin-1-yl)ethoxy]quinoline tert-butyl-(4-(4-amino-7-cyclopropyl-7H-pyrrolo[2,3-d]pyrimidin-5-yl)cyclohex-3-en-1-yl)carbamate C(C)(C)(C)N(C(O)=O)C1CC=C(CC1)C1=CN(C=2N=CN=C(C21)N)C2CC2.ClC2=CC=NC1=CC(=CC=C21)OCCN2CCN(CC2)C